C(C)[Si](OCCCC)(OCCCC)OCCCC ethyltributoxysilane